tert-butyl N-[(1R,2S)-1-benzyl-2-hydroxy-3-oxo-3-[[phenyl(1H-tetrazol-5-yl)methyl]amino]propyl]carbamate C(C1=CC=CC=C1)[C@H]([C@@H](C(NC(C1=NN=NN1)C1=CC=CC=C1)=O)O)NC(OC(C)(C)C)=O